N-(3-((R)-N-(D-alanyl)-S-methylsulfonimidoyl)phenyl)-2-((6-fluoro-2-methylpyridin-3-yl)oxy)-4-(trifluoromethyl)benzamide N[C@H](C)C(=O)N=[S@@](=O)(C)C=1C=C(C=CC1)NC(C1=C(C=C(C=C1)C(F)(F)F)OC=1C(=NC(=CC1)F)C)=O